N-methyl-N-(1-(((R)-1-methylaziridin-2-yl)sulfonyl)azetidine-3-carbonyl)-L-valine CN([C@@H](C(C)C)C(=O)O)C(=O)C1CN(C1)S(=O)(=O)C1[N@@](C1)C